C(C)(C)(C)N(C([O-])=O)C(CNC1=NC(=NC=C1[N+](=O)[O-])Cl)(C)C.C(C)(=O)CC(C)=O.[Nb+5].C(C)(C)(C)N(C([O-])=O)C(CNC1=NC(=NC=C1[N+](=O)[O-])Cl)(C)C.C(C)(C)(C)N(C([O-])=O)C(CNC1=NC(=NC=C1[N+](=O)[O-])Cl)(C)C.C(C)(C)(C)N(C([O-])=O)C(CNC1=NC(=NC=C1[N+](=O)[O-])Cl)(C)C.C(C)(C)(C)N(C([O-])=O)C(CNC1=NC(=NC=C1[N+](=O)[O-])Cl)(C)C niobium acetyl-acetone tert-Butyl-(1-((2-chloro-5-nitropyrimidin-4-yl)amino)-2-methylpropan-2-yl)carbamate